CON=C1C[C@@H](C=2C[C@@H](CC[C@@H](C12)C)C(=C)C)C (3s,5r,8s)-3,8-dimethyl-5-prop-1-en-2-yl-3,4,5,6,7,8-hexahydro-2H-azulen-1-one O-methyl oxime